N-(3-bromo-5-(trifluoromethyl)phenyl)-3-iodo-4-methylbenzamide BrC=1C=C(C=C(C1)C(F)(F)F)NC(C1=CC(=C(C=C1)C)I)=O